C(C(=O)O)(=O)O.CC=C(C)F Mono-methyl-(2-fluoro-2-propen) oxalate